O1C=C(C2=C1C=CC=C2)C[C@H](NC(=O)C2CC21CCC(CC1)(F)F)B(O)O ((1R)-2-(benzofuran-3-yl)-1-(6,6-difluorospiro[2.5]octane-1-carboxamido)ethyl)boronic acid